BrC1=C(C=NC=C1)NC(OC(C)(C)C)=O tert-butyl (4-bromopyridin-3-yl)carbamate